C(C)(C)(C)OC(=O)N1CC(C1)C(NC=1SC(=CN1)C=1C=C2C=CN=CC2=CC1)=O 3-((5-(isoquinolin-6-yl)thiazol-2-yl)carbamoyl)azetidine-1-carboxylic acid tert-butyl ester